C(C([2H])([2H])[2H])(=O)NC1=NC=CC(=C1)NC(OC(C)(C)C)=O tert-butyl (2-(acetamido-2,2,2-d3)pyridin-4-yl)carbamate